N-(6-((1H-pyrazol-1-yl)methyl)-4-methoxybenzo[d]isoxazol-3-yl)-5-methoxybenzo[d][1,3]dioxole-4-sulfonamide N1(N=CC=C1)CC1=CC2=C(C(=NO2)NS(=O)(=O)C2=C(C=CC=3OCOC32)OC)C(=C1)OC